2-((1s,4s)-4-((2-((2-(1-(Cyclopropylsulfonyl)-1H-pyrazol-4-yl)pyrimidin-4-yl)amino)-5-(1-(difluoromethyl)-1H-pyrazol-3-yl)pyridin-4-yl)amino)cyclohexyl)ethan-1-ol C1(CC1)S(=O)(=O)N1N=CC(=C1)C1=NC=CC(=N1)NC1=NC=C(C(=C1)NC1CCC(CC1)CCO)C1=NN(C=C1)C(F)F